C(C)(C)NC1=C(C=CC=C1)N N'-isopropylphenylenediamine